ClC=1C(C2=CC=CC=C2C(C1CC(C=C)=C)=O)=O 2-chloro-3-(2-methylenebut-3-en-1-yl)-1,4-naphthoquinone